C1(CCCCC1)SC1=C(C(=C2C(=NC(=NC2=C1F)C)N)F)F 7-(cyclohexylthio)-5,6,8-trifluoro-2-methylquinazolin-4-amine